(2-(4-((3R,4R)-3,4-dihydroxypyrrolidin-1-yl)-2-fluorophenyl)-7-(2-methyl-2H-1,2,3-triazol-4-yl)pyrazolo[1,5-a]pyrimidin-5-yl)((R)-1-methyl-3,4-dihydroisoquinolin-2(1H)-yl)methanone O[C@@H]1CN(C[C@H]1O)C1=CC(=C(C=C1)C1=NN2C(N=C(C=C2C2=NN(N=C2)C)C(=O)N2[C@@H](C3=CC=CC=C3CC2)C)=C1)F